(2R,5R)-N-(3-chloro-4-fluoro-phenyl)-5-methyl-1,1-dioxo-2-(2-thienyl)-1,4-thiazinane-4-carboxamide ClC=1C=C(C=CC1F)NC(=O)N1C[C@@H](S(C[C@H]1C)(=O)=O)C=1SC=CC1